C1=CC=C2C(=C1)C(=CC(=C2O)[N+](=O)[O-])[N+](=O)[O-] The molecule is a naphthol in which the hydroxy substituent is at C-1 with nitro groups at C-2 and -4. It has a role as a histological dye. It is a C-nitro compound and a member of naphthols.